METHYL 4-FORMYLCYCLOHEXANE-1-CARBOXYLATE C(=O)C1CCC(CC1)C(=O)OC